ClC1=NN2C(C(=N1)NC1CCCC1)=NC=C2[C@@H]2O[C@@H]([C@H]([C@H]2O)O)CO (2S,3R,4S,5R)-2-[2-chloro-4-(cyclopentylamino)imidazo[2,1-f][1,2,4]triazin-7-yl]-5-(hydroxymethyl)oxolane-3,4-diol